C(C1=CC=CC=C1)OC(CCCCN(CCCCCCCCC(=O)OC(CCCCC)CC)CCCCCCCCC(=O)OC(CCCCC)CC)=O 1-ethylhexyl 9-[(5-benzyloxy-5-oxo-pentyl)-[9-(1-ethylhexoxy)-9-oxo-nonyl]amino]nonanoate